C(C)(C)(C)OC(=O)N1C[C@@H](N(CC1)C1=CC(N(C2=CC=C(N=C12)C#N)C)=O)CC (S)-4-(6-cyano-1-methyl-2-oxo-1,2-dihydro-1,5-naphthyridin-4-yl)-3-ethylpiperazine-1-carboxylic acid tert-butyl ester